CN1C(=NC2=C(C=C(C=C2C1=O)C)[C@@H](C)N[S@](=O)C(C)(C)C)C=1C=NC=CC1 (R)-N-((R)-1-(3,6-dimethyl-4-oxo-2-(pyridin-3-yl)-3,4-dihydroquinazolin-8-yl)ethyl)-2-methylpropane-2-sulfinamide